FC(C(=O)O)(F)F.NC1=NC(=CC2=CC(=CC=C12)C=1C=C(C=CC1)B(O)O)C [3-(1-amino-3-methylisoquinolin-6-yl)phenyl]boronic acid trifluoroacetic acid salt